C1(CCCC1)CNC1=NC(=CC2=C1N=C(N=C2)N[C@H]2[C@H](COC2)NC(C=C)=O)C2=C(C(=CC(=C2Cl)OC)OC)Cl N-((3R,4S)-4-((8-((cyclopentylmeth-yl)amino)-6-(2,6-dichloro-3,5-dimeth-oxyphenyl)pyrido[3,4-d]pyrimidin-2-yl)amino)tetrahydrofuran-3-yl)acryl-amide